C(C)(C)(C)OC(=O)N1CC2CCC(C1)N2CC2=C(N=C1N2C=CC=C1)C1=CC=C(C=C1)Cl tert.-Butyl-8-{[2-(4-chlorophenyl)imidazo[1,2-a]-pyridin-3-yl]methyl}-3,8-diazabicyclo[3.2.1]octane-3-carboxylate